N-(4-iodo-2,6-dimethylphenyl)-3,3-dimethylbutanamide IC1=CC(=C(C(=C1)C)NC(CC(C)(C)C)=O)C